ClC1=CC=C(C=C1)C1NC(NC(=C1C(CC(C)C)=O)C)=S 1-(4-(4-chlorophenyl)-6-methyl-2-thioxo-1,2,3,4-tetrahydropyrimidin-5-yl)-3-methylbutan-1-one